Tert-butyl (E)-methyl(2-(2-((3-(2'-oxo-1',2'-dihydrospiro[piperidine-4,4'-pyrido[2,3-d][1,3]oxazin]-6'-yl)allyl)oxy)ethoxy)ethyl)carbamate CN(C(OC(C)(C)C)=O)CCOCCOC\C=C\C1=CC2=C(NC(OC23CCNCC3)=O)N=C1